COC1=NC(=CC=C1NC(=O)C1(CCC(CC1)C(=O)O)C1=C(C=CC=C1)C(C)C)OC (1s,4s)-4-((2,6-dimethoxypyridin-3-yl)carbamoyl)-4-(2-isopropylphenyl)cyclohexane-1-carboxylic acid